[PH2](=O)O.N ammonia hypophosphite